(1R,4R,7R)-2-{2-[1-(cyclopropylmethyl)-6-(3,5-difluoro-4-methoxyphenyl)-1H-indol-2-yl]-7-methoxy-1-methyl-1H-1,3-benzodiazole-5-carbonyl}-2-azabicyclo[2.2.1]heptan-7-amine C1(CC1)CN1C(=CC2=CC=C(C=C12)C1=CC(=C(C(=C1)F)OC)F)C1=NC2=C(N1C)C(=CC(=C2)C(=O)N2[C@@H]1CC[C@H](C2)[C@H]1N)OC